Methyl 4-amino-3-(((1-ethyl-1H-imidazol-5-yl)methyl) amino)benzoate NC1=C(C=C(C(=O)OC)C=C1)NCC1=CN=CN1CC